C(C)(C)(C)OC(=O)N1N=CC2=C(C(=CC(=C12)C)OC)C=O 4-Formyl-5-methoxy-7-methyl-1H-indazole-1-carboxylic acid tert-butyl ester